(E)-2-(3,7-dimethylocta-2,6-dien-1-yl)-5-heptyl-3-methoxyphenol C\C(=C/CC1=C(C=C(C=C1OC)CCCCCCC)O)\CCC=C(C)C